C(C1=CC(=C(C(=C1)CC)NC(=O)C1CCCCC1)CC)C1=CC(=C(C(=C1)CC)NC(=O)C1CCCCC1)CC N,N'-[methylenebis(2,6-diethyl-4,1-phenylene)]bis-[cyclohexane-carboxamide]